ethyl 5-(3-chlorobenzoylamino)-1,2,3-thiadiazole-4-carboxylate ClC=1C=C(C(=O)NC2=C(N=NS2)C(=O)OCC)C=CC1